ClC1=CC(=C(C(=O)C2=C(C3=C(S2)C=C(C=C3)O)OC3=CC=C(C=C3)/C=C/C(=O)N3CC(C3)CF)C(=C1)C)C (E)-3-(4-((2-(4-chloro-2,6-dimethylbenzoyl)-6-hydroxybenzo[b]thiophen-3-yl)oxy)phenyl)-1-(3-(fluoromethyl)azetidin-1-yl)prop-2-en-1-one